[C@H](C)(CC)[C@H](N(C([C@@H](NC([C@@H](N(C(OCC1=CC=CC=C1)=O)C)C(C)C)=O)C(C)C)=O)C)[C@@H](CC)OC (5S,8S,11S,12R)-11-((S)-sec-butyl)-5,8-diisopropyl-12-methoxy-4,10-dimethyl-3,6,9-trioxo-1-phenyl-2-oxa-4,7,10-triazatetradecane